C(C)(C)(C)OC(=O)N1C(CN(CC1)C1=NC=C(C=C1)C=1C=2N(C=C(C1)OCC)N=C1C2C=NN1)CO 4-(5-(6-ethoxy-1H-pyrazolo[3',4':3,4]pyrazolo[1,5-a]pyridin-4-yl)pyridin-2-yl)-2-(hydroxymethyl)piperazine-1-carboxylic acid tert-butyl ester